4-(1-methylsulfonylcyclopropyl)-2-(morpholin-4-yl)-8-(2H-pyrazol-3-yl)-[1,7]naphthyridine CS(=O)(=O)C1(CC1)C1=CC(=NC2=C(N=CC=C12)C=1NN=CC1)N1CCOCC1